3-((6-(3-aminophenyl)-7H-pyrrolo[2,3-d]pyrimidin-4-yl)oxy)phenol NC=1C=C(C=CC1)C1=CC2=C(N=CN=C2OC=2C=C(C=CC2)O)N1